FC1=C(C(=CC=C1)F)NS(=O)(=O)C1=NN2C(=NC=C(C2=N1)F)OC N-(2,6-difluorophenyl)-8-fluoro-5-methoxy[1,2,4]triazolo[1,5-c]pyrimidine-2-sulfonamide